ClC=1C=C(C(=NC1)CNC(=O)C1=CN=C(S1)N1CCC(CC1)N1C[C@@H](CCC1)C)F N-[(5-chloro-3-fluoropyridin-2-yl)methyl]-2-[(3R)-3-methyl-[1,4'-bipiperidine]-1'-yl]-1,3-thiazole-5-carboxamide